6-chloro-N-((3-(4-fluoro-1H-pyrazol-1-yl)azetidin-3-yl)methyl)-2-(trifluoromethyl)quinolin-4-amine ClC=1C=C2C(=CC(=NC2=CC1)C(F)(F)F)NCC1(CNC1)N1N=CC(=C1)F